1-((2,6-dihydroxy-5'-methyl-4-pentyl-2'-(prop-1-en-2-yl)-[1,1'-biphenyl]-3-yl)methyl)-1,3,3-trimethylurea OC1=C(C(=CC(=C1CN(C(=O)N(C)C)C)CCCCC)O)C1=C(C=CC(=C1)C)C(=C)C